BrC=1C=CC2=C(CN([C@H](C3(O2)CC3)C)CC3=CC=C(C=C3)OC)N1 (3'S)-7'-Bromo-4'-(4-methoxybenzyl)-3'-methyl-4',5'-dihydro-3'H-spiro[cyclopropane-1,2'-pyrido[2,3-f][1,4]oxazepine]